(Z)-4-bromo-styrene BrC1=CC=C(C=C)C=C1